(4-(4-bromo-3-fluorophenoxy)-3-(1-methyl-7-oxo-6,7-dihydro-1H-pyrrolo[2,3-C]pyridin-3-yl)phenyl)pyrrolidine-2,5-dione BrC1=C(C=C(OC2=C(C=C(C=C2)N2C(CCC2=O)=O)C2=CN(C=3C(NC=CC32)=O)C)C=C1)F